C(C)(C)(C)OC(=O)N1CC2(CN(C2)C(=O)C2(CC2)C(F)(F)F)[C@@H](C1)C(=O)O (S)-6-(tert-butoxycarbonyl)-2-(1-(trifluoromethyl)cyclopropane-1-carbonyl)-2,6-diazaspiro[3.4]octane-8-carboxylic acid